Zinc(II) Bis(trifluoromethanesulfonyl)imide [N-](S(=O)(=O)C(F)(F)F)S(=O)(=O)C(F)(F)F.[Zn+2].[N-](S(=O)(=O)C(F)(F)F)S(=O)(=O)C(F)(F)F